CC1=CC(=NC(=C1)C)NC1=CC(=CC=2N(C(=NC21)C2COC2)C)C2=CC=C(C=C2)N2CCN(CC2)C(C)C N-(4,6-dimethylpyridin-2-yl)-6-(4-(4-isopropylpiperazin-1-yl)phenyl)-1-methyl-2-(oxetan-3-yl)-1H-benzo[d]imidazol-4-amine